Methyl 2-methoxy-5-(4-methoxy-2-((3-morpholinobicyclo[1.1.1]pentan-1-yl)amino)nicotinamido)isonicotinate COC=1C=C(C(=O)OC)C(=CN1)NC(C1=C(N=CC=C1OC)NC12CC(C1)(C2)N2CCOCC2)=O